tert-butyl (6-methyl-5-(2-(1-methyl-1H-pyrazol-4-yl) pyrazolo[5,1-b]thiazole-7-carboxamido)pyridin-3-yl)carbamate CC1=C(C=C(C=N1)NC(OC(C)(C)C)=O)NC(=O)C=1C=NN2C1SC(=C2)C=2C=NN(C2)C